3-benzylsulfanyl-3-(3-methoxy-3-oxo-propionyl)azetidine-1-carboxylic acid tert-butyl ester C(C)(C)(C)OC(=O)N1CC(C1)(C(CC(=O)OC)=O)SCC1=CC=CC=C1